didodecyl-sulfosuccinic acid sodium salt [Na+].C(CCCCCCCCCCC)C(C(C(=O)[O-])S(=O)(=O)[O-])(C(=O)[O-])CCCCCCCCCCCC.[Na+].[Na+]